(S)-N-(5-Chloro-4-methylpyridin-2-yl)-2-((S)-3,3-difluorocyclopentyl)-2-(4-(2-methyl-2H-tetrazol-5-yl)phenyl)acetamide ClC=1C(=CC(=NC1)NC([C@H](C1=CC=C(C=C1)C=1N=NN(N1)C)[C@@H]1CC(CC1)(F)F)=O)C